Ethyl 1-(5-chloro-8-hydroxy-7-nitroquinolin-4-yl)piperidine-4-carboxylate ClC1=C2C(=CC=NC2=C(C(=C1)[N+](=O)[O-])O)N1CCC(CC1)C(=O)OCC